FC1([C@@H](C1)C(=O)N1CC2(C1)CCC(CC2)C2=CC=CC=1N2N=C(N1)NC(=O)C1CC1)F (S)-N-(5-(2-(2,2-difluorocyclopropanecarbonyl)-2-azaspiro[3.5]nonan-7-yl)-[1,2,4]Triazolo[1,5-a]pyridin-2-yl)cyclopropanecarboxamide